ClC1=CC(=C(OCC2=CC=C(C(=N2)C2CN(CC2)CC2=NC3=C(N2C[C@H]2OCC2)C=C(C=C3F)C(=O)O)F)C=C1)F 2-[(3-{6-[(4-chloro-2-fluorophenoxy)methyl]-3-fluoropyridin-2-yl}pyrrolidin-1-yl)methyl]-4-fluoro-1-{[(2S)-oxetan-2-yl]methyl}-1H-1,3-benzodiazole-6-carboxylic acid